magnesium aluminum-silicon [Si].[Al].[Mg]